C(C1=CC=CC=C1)NC(=O)NC1=CC(=C(C=C1)C1=CN=C(S1)[C@H]1CC[C@@H](CO1)NC(OC(C)C)=O)S(NC(C)(C)C)(=O)=O trans-isopropyl N-(6-(5-(4-(benzylcarbamoylamino)-2-(tert-butylsulfamoyl)phenyl)thiazol-2-yl)tetrahydropyran-3-yl)carbamate